BrC=1C=C(C=CC1OC)C(C(F)(F)F)NCC 1-(3-bromo-4-methoxyphenyl)-N-ethyl-2,2,2-trifluoroethan-1-amine